FC(C1=C(C=C2CCCN(C2=C1)C=1C=2C=C(C(N(C2C=C(C1)CCC)C)=O)C)C=1C=CC(=NC1)C(=O)NCC1=CC(=CC=C1)C1=C2CN(C(C2=CC=C1)=O)C1C(NC(CC1)=O)=O)F 5-(7-(Difluoromethyl)-1',3'-dimethyl-2'-oxo-7'-propyl-1',2',3,4-tetrahydro-2H-[1,5'-biquinolin]-6-yl)-N-(3-(2-(2,6-dioxopiperidin-3-yl)-1-oxoisoindolin-4-yl)benzyl)picolinamide